4-fluoro-N-(1-(5-(2-(trifluoromethyl)pyrimidin-4-yl)-5,6,7,8-tetrahydro-1,5-naphthyridin-2-yl)cyclopropyl)benzamide FC1=CC=C(C(=O)NC2(CC2)C2=NC=3CCCN(C3C=C2)C2=NC(=NC=C2)C(F)(F)F)C=C1